CC(=O)OCCCOC(=O)C The molecule is an acetate ester obtained by the formal condensation of the two hydroxy groups of propane-1,3-diol with acetic acid. It has a role as a metabolite. It is a diester and an acetate ester. It derives from a propane-1,3-diol.